C(C(C)(C)C)C1NC(CC12CNC1=C2C=NC(=C1)C(F)(F)F)C(=O)N 2-neopentyl-6'-(trifluoromethyl)-1',2'-dihydrospiro[pyrrolidine-3,3'-pyrrolo[3,2-c]pyridine]-5-carboxamide